NC=1N=C(SC1C(C1=CC=C(C=C1)OCC1=CC=CC=C1)=O)N(C1=CC=C(C=C1)F)[C@@H](C(=O)N)C (R)-2-(N-[4-Amino-5-(4-benzyloxybenzoyl)thiazol-2-yl]-4-fluoroanilino)propanamid